C(\C=C/C(=O)[O-])(=O)OCCO Hydroxyethyl Maleate